tert-butyl 3-[2-[4-[6-[[6-(2,6-dichlorophenyl)-8-methyl-7-oxo-pyrido[2,3-d]pyrimidin-2-yl]amino]pyridazin-3-yl]oxypyrazol-1-yl]ethyl]azetidine-1-carboxylate ClC1=C(C(=CC=C1)Cl)C1=CC2=C(N=C(N=C2)NC2=CC=C(N=N2)OC=2C=NN(C2)CCC2CN(C2)C(=O)OC(C)(C)C)N(C1=O)C